C(C)(=O)OCCC=CCC (E) and (Z)-3-hexenyl acetate